N-((S)-8,9-difluoro-6-oxo-1,4,5,6-tetrahydro-2H-pyrano[3,4-c]isoquinolin-1-yl)-6-fluoro-4-((R)-1-hydroxyethyl)-N-methyl-1H-indole-2-carboxamide FC=1C(=CC=2C3=C(NC(C2C1)=O)COC[C@H]3N(C(=O)C=3NC1=CC(=CC(=C1C3)[C@@H](C)O)F)C)F